3,4-dihydro-2H-benzo[b][1,4]oxazine-2-carboxylic acid O1C2=C(NCC1C(=O)O)C=CC=C2